FC1=C(C(=O)NCC23CCC(CC2)(CC3)N3N=C2C=C(C=CC2=C3)N3CCNCC3)C=C(C(=C1F)OCC1=CC=C(C=C1)OC)F 2,3,5-Trifluoro-4-[(4-methoxyphenyl)methoxy]-N-({4-[6-(piperazin-1-yl)-2H-indazol-2-yl]bicyclo[2.2.2]octan-1-yl}methyl)benzamide